lithium tetraiodosulfophthalate tetrachlorophenol salt ClC=1C(=C(C(=C(C1)O)Cl)Cl)Cl.IC1C(C(C(C(=O)[O-])(C=C1)I)(C(=O)[O-])I)(S(=O)(=O)O)I.[Li+].[Li+]